1-Allyl-3-methylimidazole hexafluorophosphate F[P-](F)(F)(F)(F)F.C(C=C)N1CN(C=C1)C